C(#N)C=1C=C(C=C(C1N[C@H](CCN(C)C)CCC1=CC=CC=C1)F)S(=O)(=O)NC(=O)[C@@]1(OCCCC1)C (R)-N-((3-CYANO-4-(((S)-1-(DIMETHYLAMINO)-5-PHENYLPENTAN-3-YL)AMINO)-5-FLUOROPHENYL)SULFONYL)-2-METHYLTETRAHYDRO-2H-PYRAN-2-CARBOXAMIDE